COP(=O)(OC)NCC(C)C dimethoxyphosphoryl-isobutylamine